CC1=C(C2=CC=CC=C2C=C1)C1=C(C=CC2=CC=CC=C12)C 2,2'-dimethylbinaphthyl